β-naphthoxyacetic acid C1=C(C=CC2=CC=CC=C12)OCC(=O)O